(R)-1-(4-cyanomethylpiperidin-1-yl)-2-(1-hydroxyethyl)imidazo[4,5-d]pyrrolo[2,3-b]pyridine C(#N)CC1CCN(CC1)N1[C@@H](N=C2C1=C1C(N=C2)=NC=C1)C(C)O